ClC=1C=C(C=CC1Cl)N1N=C(CC1)NC(=O)[C@H]1NC[C@H](C1)O (2S,4S)-N-(1-(3,4-dichlorophenyl)-4,5-dihydro-1H-pyrazol-3-yl)-4-hydroxypyrrolidine-2-carboxamide